ClC1=NC(=CN=C1)O[C@@H](C)C1COCC1 2-chloro-6-((1S)-1-(tetrahydrofuran-3-yl)ethoxy)pyrazine